OCC1[C@H]2C[C@@H]([C@@H](C1)O2)NC(OCC[Si](C)(C)C)=O |r| 2-(trimethylsilyl)ethyl (rac-(1R,2S,4R)-5-(hydroxymethyl)-7-oxabicyclo[2.2.1]heptan-2-yl)carbamate